OC1=C(C=CC=C1)C(CC1=CC=CC=2NN=NC21)CCCCCC 2-(2'-hydroxyphenyl)octyl-benzotriazole